OCC1C(C(C2C(N=C(O2)CCCC)O1)O)O 5-(hydroxymethyl)-2-butyl-5,6,7,7a-tetrahydro-3aH-pyrano[2,3-d]oxazole-6,7-diol